CC1=NC(=NO1)C1=CC=C(CNC(=O)NC2=CC=CC=C2)C=C1 1-(4-(5-methyl-1,2,4-oxadiazol-3-yl)benzyl)-3-phenylurea